N-((4-(cyclopropylamino)tetrahydro-2H-pyran-4-yl)methyl)-4-((2-fluorophenyl)ethynyl)benzamide C1(CC1)NC1(CCOCC1)CNC(C1=CC=C(C=C1)C#CC1=C(C=CC=C1)F)=O